5-chloro-2-methoxy-3-(4,4,5,5-tetramethyl-1,3,2-dioxaborolan-2-yl)pyridine ClC=1C=C(C(=NC1)OC)B1OC(C(O1)(C)C)(C)C